[Si](C)(C)(C(C)(C)C)OCC=1N=C(SC1C(C)C)C1=CC=C(C(=O)N(C)C)C=C1 4-(4-(((tert-butyldimethylsilyl)oxy)methyl)-5-isopropylthiazol-2-yl)-N,N-dimethylbenzamide